3-[2-(benzenesulfonamido)-2-[6-[3-(1H-imidazol-2-yl)propoxy]-1,3-benzothiazol-2-yl]ethyl]-N'-hydroxy-benzamidine C1(=CC=CC=C1)S(=O)(=O)NC(CC=1C=C(C(=NO)N)C=CC1)C=1SC2=C(N1)C=CC(=C2)OCCCC=2NC=CN2